ClC=1C=C2C=CC(=CC2=CC1)C=1N=NNC1 4-(6-chloronaphthalen-2-yl)-1H-1,2,3-triazole